FC(C1=CC=C2C(CC3(CCOCC3)OC2=C1)=O)(F)F 7-(trifluoromethyl)-2',3',5',6'-tetrahydrospiro[chromane-2,4'-pyran]-4-one